2-[[3-[(4-methoxyphenyl)methylamino]-1-(2-trimethylsilylethoxymethyl)pyrazolo[4,3-c]pyridin-7-yl]amino]-2-oxo-acetic acid COC1=CC=C(C=C1)CNC1=NN(C2=C1C=NC=C2NC(C(=O)O)=O)COCC[Si](C)(C)C